7-hydroxy-5,6,7,8-tetrahydroindolizine-2-carboxylic acid OC1CCN2C=C(C=C2C1)C(=O)O